tert-butyl 4-((2-methoxy-4-(4,4,5,5-tetramethyl-1,3,2-dioxaborolan-2-yl)phenoxy)methyl)piperidine-1-carboxylate COC1=C(OCC2CCN(CC2)C(=O)OC(C)(C)C)C=CC(=C1)B1OC(C(O1)(C)C)(C)C